N-[3-[5-chloro-2-[4-[[dimethyl(oxo)-λ6-sulfanylidene]amino]anilino]pyrimidin-4-yl]-1-methyl-indol-6-yl]prop-2-enamide ClC=1C(=NC(=NC1)NC1=CC=C(C=C1)N=S(=O)(C)C)C1=CN(C2=CC(=CC=C12)NC(C=C)=O)C